N(=C=O)CC1COCC1 3-(isocyanatomethyl)oxolane